5-((3-(4-((1r,3r)-3-((5-(5H-pyrido[4,3-b]indol-7-yl)pyridin-2-yl)oxy)cyclobutoxy)phenyl)prop-2-yn-1-yl)oxy)-2-(2,6-dioxopiperidin-3-yl)isoindoline-1,3-dione C1=NC=CC=2NC=3C=C(C=CC3C21)C=2C=CC(=NC2)OC2CC(C2)OC2=CC=C(C=C2)C#CCOC=2C=C1C(N(C(C1=CC2)=O)C2C(NC(CC2)=O)=O)=O